ClC=1C(=NN(C1C)C=1C=C(C(=O)N(C)C2=CC3=C(N=C(O3)C)C=C2F)C=CC1)C(F)(F)F 3-[4-chloro-5-methyl-3-(trifluoromethyl)pyrazol-1-yl]-N-(5-fluoro-2-methyl-1,3-benzoxazol-6-yl)-N-methyl-benzamide